N-(3-methoxybenzyl)-N-(4-(4-methylpiperazin-1-yl)benzyl)-3-((4-methylpiperazin-1-yl)methyl)aniline COC=1C=C(CN(C2=CC(=CC=C2)CN2CCN(CC2)C)CC2=CC=C(C=C2)N2CCN(CC2)C)C=CC1